COC1=CC=C(C=C1)S(=O)(=O)NCC(=O)[O-] ((4-methoxyphenyl)sulfonyl)glycinate